FC1=C(C(=CC(=C1)OC)F)C1=C(C(N(N1C)C1=NC(=CC=C1)N1N=C(C=C1)C)=O)NC(C1=CC=C(C=C1)OC(F)(F)F)=O N-[5-(2,6-difluoro-4-methoxyphenyl)-1-methyl-2-[6-(3-methyl-1H-pyrazol-1-yl)pyridin-2-yl]-3-oxo-2,3-dihydro-1H-pyrazol-4-yl]-4-(trifluoromethoxy)benzamide